FC1=C(C(=C(C(=C1[B-](C1=C(C(=C(C(=C1F)F)F)F)F)(C1=C(C(=C(C(=C1F)F)F)F)F)C1=C(C(=C(C(=C1F)F)F)F)F)F)F)F)F.C1(CCCCC1)[NH2+]C1CCCCC1 di(cyclohexyl)ammonium tetra(pentafluorophenyl)borate